2-((tert-butyloxycarbonyl)-(methyl)amino)-2-methoxyacetic acid C(C)(C)(C)OC(=O)N(C(C(=O)O)OC)C